tert-butyl 4-((4-ethyl-2-(4-(methoxycarbonyl)phenyl)piperazin-1-yl)methyl)-5-methoxy-7-methyl-1H-indole-1-carboxylate C(C)N1CC(N(CC1)CC1=C2C=CN(C2=C(C=C1OC)C)C(=O)OC(C)(C)C)C1=CC=C(C=C1)C(=O)OC